N1=C(C=CC=C1)COC(N(C1=NC=C(C=N1)C=1C=NC(=NC1)OC)[C@@H]1CC[C@H](CC1)NC1=NC=C(C(=N1)N1CC(C1)(C)O)C(F)(F)F)=O pyridin-2-ylmethyl(trans-4-((4-(3-hydroxy-3-methylazetidin-1-yl)-5-(trifluoromethyl)pyrimidin-2-yl)amino)cyclohexyl)(2'-methoxy-5,5'-bipyrimidin-2-yl)carbamate